tert-butyl (S)-(1-(2-chloro-5-(4-(4-methylpiperazin-1-carbonyl)phenyl)pyridin-4-yl)piperidin-3-yl)carbamate ClC1=NC=C(C(=C1)N1C[C@H](CCC1)NC(OC(C)(C)C)=O)C1=CC=C(C=C1)C(=O)N1CCN(CC1)C